2-methyl-3-(phenylamino)propanoic acid CC(C(=O)O)CNC1=CC=CC=C1